ClC1=C(C(=CC=C1)Cl)C=1C=C2C(=NNC2=CC1)NC(=O)C1CCN(CC1)CC(C)C N-[5-(2,6-dichlorophenyl)-1H-indazol-3-yl]-1-(2-methylpropyl)piperidine-4-carboxamide